5-fluoro-2-[(3R,4S,5S)-4-fluoro-3-hydroxy-5-methyl-1-piperidyl]-6-[[3-(3-hydroxy-3-methyl-butyl)-1-methyl-2-oxo-benzimidazol-5-yl]amino]pyridine-3-carbonitrile FC=1C=C(C(=NC1NC1=CC2=C(N(C(N2CCC(C)(C)O)=O)C)C=C1)N1C[C@H]([C@H]([C@H](C1)C)F)O)C#N